2-(cyclopentylamino)-4-((1s,4s)-4-hydroxycyclohexylamino)pyrimidine-5-carboxamide C1(CCCC1)NC1=NC=C(C(=N1)NC1CCC(CC1)O)C(=O)N